oleylamine chloride salt [Cl-].C(CCCCCCC\C=C/CCCCCCCC)N